C(C1=CC=CC=C1)(=O)ONCCCCCCCC(F)(F)F ((8,8,8-trifluorooctyl) amino) benzoate